BrC=1C(=NC(=C(C1)C)N1CCOCC1)NC1=C(C(=CC=C1C)OCC1=CC=C(C=C1)OC)C 3-Bromo-N-(3-((4-methoxybenzyl)oxy)-2,6-dimethylphenyl)-5-methyl-6-(morpholin-4-yl)pyridin-2-amine